ClC1=CC=C(C=C1)NC(NCCC1=CC(=C(C=C1)OC)OC)=O 3-(4-Chlorophenyl)-1-[2-(3,4-dimethoxyphenyl)ethyl]urea